tert-butyl 5-amino-3-cyclopropylpyrazole-1-carboxylate NC1=CC(=NN1C(=O)OC(C)(C)C)C1CC1